10-methacryloyloxydecyl-phosphoric acid C(C(=C)C)(=O)OCCCCCCCCCCOP(O)(O)=O